NC(CO)(CO)C=1N=NN(C1)CCCCCCC 2-Amino-2-(1-heptyl-1H-1,2,3-triazol-4-yl)propan-1,3-diol